O1CC(C1)NCCOC=1C(=NC=NC1)N 5-[2-(oxetan-3-ylamino)ethoxy]pyrimidin-4-amine